NC(CN(C(OCC)=O)C1(CC1)C1=CC(=C(C=C1)F)C(F)(F)F)(C)C Ethyl (2-amino-2-methylpropyl)(1-(4-fluoro-3-(trifluoromethyl)phenyl)cyclopropyl)carbamate